tert-butyl (cyano(2,4-difluorophenyl)methyl)carbamate C(#N)C(C1=C(C=C(C=C1)F)F)NC(OC(C)(C)C)=O